N-(2,6-diiodocarboxyphenyl)-3,4,5-triiodobenzamide C1=CC(=C(C(=C1C(=O)O)I)NC(=O)C2=CC(=C(C(=C2)I)I)I)I